ClC=1C(=NC(=NC1)NC1=CC(=CC(=C1)CN1C[C@H](N[C@H](C1)C)C)C1CC1)C1=CNC2=CC(=CC=C12)F 5-chloro-N-(3-cyclopropyl-5-(((3R,5S)-3,5-dimethylpiperazine-1-yl)methyl)phenyl)-4-(6-fluoro-1H-indol-3-yl)pyrimidine-2-amin